C1(CC1)CC(=O)NC1=CC(=C(C=N1)C(=O)NC([2H])([2H])[2H])NC1=NC=CC(=C1OC)C1=NOC(=N1)C 6-(2-Cyclopropylacetamido)-4-{[3-methoxy-4-(5-methyl-1,2,4-oxadiazol-3-yl)pyridin-2-yl]amino}-N-(2H3)methylpyridin-3-carboxamid